C(C)(=O)C1CCC(CC1)CN1C(N(C=2N=CN(C2C1=O)C)C)=O 1-(4-Acetylcyclohexylmethyl)-3,7-dimethyl-3,7-dihydro-purine-2,6-dione